Tert-butyl (3S)-3-[[4-(6-chlorocarbonyl-1H-indol-3-yl)-5-(trifluoromethyl)pyrimidin-2-yl]amino]piperidine-1-carboxylate ClC(=O)C1=CC=C2C(=CNC2=C1)C1=NC(=NC=C1C(F)(F)F)N[C@@H]1CN(CCC1)C(=O)OC(C)(C)C